FC1(C(C=2C=CC3=CC=CC=C3C2C(C1)C1=CC=CC=C1)=O)F 2,2-difluoro-4-phenyl-3,4-dihydrophenanthren-1(2H)-one